C1(CCCCC1)C=C1C(=O)NC(C1)=O cyclohexyl-itaconimide